Cl.ClC1=CC=C(C=C1)C(C(=O)O)CN1CCCC1 2-(4-chlorophenyl)-3-(pyrrolidin-1-yl)propanoic acid hydrochloride